C1=CC=C(C=C1)CC2=NC(=CN=C2NC3(C(=O)OO3)CC4=CC=C(C=C4)O)C5=CC=C(C=C5)O The molecule is a member of the class of oxidized luciferins that is obtained via formal oxidative cleavage of Oplophorus luciferin. It has a role as a member of oxidized luciferins. It is an aromatic amine, an organic peroxide, a polyphenol, an oxacycle, a member of pyrazines and a secondary amino compound. It derives from an Oplophorus luciferin.